2-(1-((5-nitro-1-toluenesulfonyl-1H-pyrrolo[2,3-b]pyridin-4-yl)amino)azepan-4-yl)acetonitrile [N+](=O)([O-])C=1C(=C2C(=NC1)N(C=C2)S(=O)(=O)CC2=CC=CC=C2)NN2CCC(CCC2)CC#N